O1[C@@H](COCC1)COC=1N2CCC3=C(C2=C(C(C1)=O)C)C=CC(=C3)N3CCC(CC3)C(=O)N3CCCCC3 4-[[(2S)-1,4-dioxan-2-yl]methoxy]-1-methyl-9-[4-(piperidine-1-carbonyl)-1-piperidyl]-6,7-dihydrobenzo[a]quinolizin-2-one